6-bromo-4-methyl-2-pyridinecarbaldehyde BrC1=CC(=CC(=N1)C=O)C